ClC1=C(C(=C(C#N)C(=C1)F)C1=C(C=NN1)I)F 4-chloro-3,6-difluoro-2-(4-iodo-1H-pyrazol-5-yl)benzonitrile